5-Hydroxy-7-methoxy-8-(methoxymethyl)-3-(2-methoxyphenyl)-4H-chromen-4-one OC1=C2C(C(=COC2=C(C(=C1)OC)COC)C1=C(C=CC=C1)OC)=O